3-(1'-((1-(3-fluorobenzyl)-1H-pyrazol-4-yl)methyl)-6-oxo-6,8-dihydro-2H,7H-spiro[furo[2,3-e]isoindole-3,4'-piperidin]-7-yl)piperidine-2,6-dione FC=1C=C(CN2N=CC(=C2)CN2CCC3(CC2)COC2=C4CN(C(C4=CC=C23)=O)C2C(NC(CC2)=O)=O)C=CC1